6-(1H-pyrazol-1-yl)-3-pyridinecarboxamide N1(N=CC=C1)C1=CC=C(C=N1)C(=O)N